FC(C(C(=O)N1CC2(C1)CN(C[C@H]2CO)C(=O)C=2C=NN(C2)CC2=C(C=C(C=C2)F)C(F)(F)F)(C)C)(F)F (S)-3,3,3-trifluoro-1-(6-(1-(4-fluoro-2-(trifluoromethyl)benzyl)-1H-pyrazole-4-carbonyl)-8-(hydroxymethyl)-2,6-diazaspiro[3.4]octan-2-yl)-2,2-dimethylpropan-1-one